2-(6-amino-9H-purin-9-yl)acetic acid NC1=C2N=CN(C2=NC=N1)CC(=O)O